C(CCCCCCCCCCCCCCCCCCCCC)OCCCCCCCCCC n-docosyldecyl ether